4-(1-((1r,4S)-4-ethoxycyclohexyl)-1H-pyrazol-4-yl)-7-isopropoxy-1-(((S)-5-oxopyrrolidin-2-yl)methoxy)isoquinoline-6-carboxamide C(C)OC1CCC(CC1)N1N=CC(=C1)C1=CN=C(C2=CC(=C(C=C12)C(=O)N)OC(C)C)OC[C@H]1NC(CC1)=O